1-(1-(3-chloro-5-(trifluoromethyl)pyridin-2-yl)piperidin-4-yl)-3-(pyridin-3-yl)thiourea ClC=1C(=NC=C(C1)C(F)(F)F)N1CCC(CC1)NC(=S)NC=1C=NC=CC1